C1(CC1)NC(=O)C=1C=C(C(N(C1)CC1=CC(=CC=C1)[C@@H](C)O)=O)C(=O)NC (R)-N5-cyclopropyl-1-(3-(1-hydroxyethyl)benzyl)-N3-methyl-2-oxo-1,2-dihydropyridine-3,5-dicarboxamide